2-isopropyl-2-(1-methylbutyl)-1,3-dimethoxypropane C(C)(C)C(COC)(COC)C(CCC)C